tert-butyl 4-[(6-cyanopyrimidin-4-yl)amino]piperidine-1-carboxylate C(#N)C1=CC(=NC=N1)NC1CCN(CC1)C(=O)OC(C)(C)C